2-(1H-pyrazol-4-yl)-7-[1-(triazol-2-yl)ethyl]-12-oxa-3-thia-6-azatricyclo[6.4.1.04,13]trideca-1,4(13),7-trien-5-one N1N=CC(=C1)C1=C2OCCCC3=C(NC(C(S1)=C23)=O)C(C)N2N=CC=N2